methyl 5,6-difluoro-4-hydroxy-naphthalene-2-carboxylate FC1=C2C(=CC(=CC2=CC=C1F)C(=O)OC)O